C1(=CC=C(C=C1)C1=CC(=NC=C1)\C=C/1\C(NC(S1)=O)=O)C (Z)-5-((4-(p-tolyl)pyridin-2-yl)methylene)thiazolidin-2,4-dione